FC(F)C=1N=NC=CC1 (difluoromethyl)pyridazine